N=1ON=CC1 oxa-1,3-diazol